1-(4-tert-butyl-phenyl)-3-(4-isopropyl-styryl)-5-(4-isopropyl-phenyl)-pyrazoline C(C)(C)(C)C1=CC=C(C=C1)N1NC(=CC1C1=CC=C(C=C1)C(C)C)C=CC1=CC=C(C=C1)C(C)C